6-(3-methoxyazetidin-1-yl)-3-((2-(6-methoxypyridin-3-yl)-2,3-dihydrobenzo[b][1,4]dioxin-6-yl)methyl)-3H-imidazo[4,5-b]pyridine COC1CN(C1)C=1C=C2C(=NC1)N(C=N2)CC2=CC1=C(OC(CO1)C=1C=NC(=CC1)OC)C=C2